3-(N-t-butyloxycarbonylamino)piperidine C(C)(C)(C)OC(=O)NC1CNCCC1